2-Ethyl-anthracene C(C)C1=CC2=CC3=CC=CC=C3C=C2C=C1